CSC1=CC(=CC=C1)OC (3-methoxyphenyl) (methyl) sulfide